6-[7-(difluoromethyl)-6-(1-methylpyrazol-4-yl)-3,4-dihydro-2H-quinolin-1-yl]-3-methyl-1,3-benzothiazol-2-one FC(C1=C(C=C2CCCN(C2=C1)C1=CC2=C(N(C(S2)=O)C)C=C1)C=1C=NN(C1)C)F